C1(=CC=CC=C1)CNCC1=NC(=CC=C1)C(F)(F)F 1-phenyl-N-[[6-(trifluoromethyl)-2-pyridyl]methyl]methanamine